tert-butyl 6-((2,8-dimethyl-1-oxo-1,2-dihydrophthalazin-5-yl)methylene)-2-azaspiro[3.3]heptane-2-carboxylate CN1C(C2=C(C=CC(=C2C=N1)C=C1CC2(CN(C2)C(=O)OC(C)(C)C)C1)C)=O